ClC1=C(C(=O)NC2=NN=NN2C)C=CC(=C1S(NCC)(=O)=O)OC(F)(F)F 2-chloro-3-(ethylsulfamoyl)-N-(1-methyltetrazol-5-yl)-4-(trifluoromethoxy)benzamide